(6-(N,N-dimethyl-amino)-imidazo[1,2-a]pyridin-2-yl)methanamine CN(C)C=1C=CC=2N(C1)C=C(N2)CN